3-methoxy-3-(4-(trifluoromethyl)styryl)azetidine 2,2,2-trifluoroacetate FC(C(=O)O)(F)F.COC1(CNC1)C=CC1=CC=C(C=C1)C(F)(F)F